2-bromo-2-cyclopropyl-1-(3-fluoro-4-(2-methoxyethoxy)phenyl)ethanone BrC(C(=O)C1=CC(=C(C=C1)OCCOC)F)C1CC1